C(#N)C[C@@H]1N(CCN(C1)C1=NC(=NN2C1=NC=C2CC2=CC=CC=1CCOC12)OC[C@H]1N(CCC1)C)C(=O)OCC1=CC=CC=C1 benzyl (S)-2-(cyanomethyl)-4-(7-((2,3-dihydrobenzofuran-7-yl)methyl)-2-(((S)-1-methylpyrrolidin-2-yl)methoxy)imidazo[2,1-f][1,2,4]triazin-4-yl)piperazine-1-carboxylate